benzyl N-[[2-[4-[(5-cyclopentyl-1H-pyrazol-3-yl) amino]-5-methyl-pyrimidin-2-yl]-2-azabicyclo[2.1.1]hex-4-yl] methyl]-N-methyl-carbamate C1(CCCC1)C1=CC(=NN1)NC1=NC(=NC=C1C)N1C2CC(C1)(C2)CN(C(OCC2=CC=CC=C2)=O)C